CN(CC(=O)N1CCC(CC1)NC(=O)C1=CC2=C(N(C(=N2)NC=2SC3=C(N2)C=CC(=C3)Cl)C)C=C1)C 2-(6-Chloro-benzothiazol-2-ylamino)-1-methyl-1H-benzoimidazole-5-carboxylic acid [1-(2-dimethylamino-acetyl)-piperidin-4-yl]-amide